BrC1=CC(=C(C=C1Br)N)N 4,5-dibromo-1,2-diaminobenzene